Cl.CC(C(=O)NCC1CCC(CC1)C(=O)O)(C)N1C[C@@H](CC1)OC1=CC(=CC=C1)C(F)(F)F (1R,4R)-4-((2-Methyl-2-((R)-3-(3-(trifluoromethyl)phenoxy)pyrrolidin-1-yl)propanamido)methyl)cyclohexane-1-carboxylic acid, hydrochloride